(2R,6S)-tert-butyl 2-(((tert-butyldiphenylsilyl)oxy)methyl)-6-hydroxy-6-methyl-1,4-oxazepane-4-carboxylate [Si](C1=CC=CC=C1)(C1=CC=CC=C1)(C(C)(C)C)OC[C@@H]1OC[C@@](CN(C1)C(=O)OC(C)(C)C)(C)O